C(C)(C)(C)OC(=O)N1CC(C(=C(C1=O)C(NC1=CC=CC=C1)=S)O)C.ClC=1C=C(C=CC1)C(C=C)(C1=CC=CC=C1)NC(C1=CC=CC=C1)=O N-(1-(3-chlorophenyl)-1-phenylallyl)benzamide tert-Butyl-4-hydroxy-3-methyl-6-oxo-5-(phenylcarbamothioyl)-3,6-dihydropyridine-1(2H)-carboxylate